C(C)OC(/C(/C(C)=O)=C/OCC)=O (2E)-2-(ethoxymethylene)-3-oxo-butyric acid ethyl ester